2-(3-oxa-8-azabicyclo[3.2.1]octan-8-yl)-N-(6-(thiazol-5-yl)isoquinolin-3-yl)acetamide C12COCC(CC1)N2CC(=O)NC=2N=CC1=CC=C(C=C1C2)C2=CN=CS2